N1=NC=CC2=CC(=CC=C12)C1=CNC=2N=C(N=CC21)NC2CC(C2)(C)NC(C)=O N-((1s,3s)-3-((5-(cinnolin-6-yl)-7H-pyrrolo[2,3-d]pyrimidin-2-yl)amino)-1-methylcyclobutyl)acetamide